CN1C=C(C=2C1=NC=C(C2)NC(C=C)=O)C#CC2=CC(=CC=C2)C(F)(F)F N-(1-Methyl-3-((3-(trifluoromethyl)phenyl)ethynyl)-1H-pyrrolo[2,3-b]pyridin-5-yl)acrylamide